C(C)(C)(C)OC(=O)N1C=CC2=C(C(=CC(=C12)C)OC)O[C@@H]1[C@H](CN(CC1)CC(F)(F)F)C1=CC=C(C=C1)C(=O)OC |r| (±)-rel-(3S,4S)-5-methoxy-4-((3-(4-(methoxycarbonyl)phenyl)-1-(2,2,2-trifluoroethyl)piperidin-4-yl)oxy)-7-methyl-1H-indole-1-carboxylic acid tert-butyl ester